C(C1=CC=CC=C1)OC(=O)NC1CCN(CC1)C=1C=C(C=CC1)C[C@H](C(=O)OC(C)(C)C)[C@@H]1CN(CC1)C(=O)OC(C)(C)C tert-butyl (R)-3-((S)-3-(3-(4-(((benzyloxy)carbonyl)amino)piperidin-1-yl)phenyl)-1-(tert-butyloxy)-1-oxopropan-2-yl)pyrrolidine-1-carboxylate